N-[(3-amino-4-formylphenyl)methyl]-N-(4,4-difluoro-1,1-dioxo-3,4-dihydro-2H-1λ6-benzothiopyran-8-yl)pyridine-3-carboxamide NC=1C=C(C=CC1C=O)CN(C(=O)C=1C=NC=CC1)C1=CC=CC=2C(CCS(C21)(=O)=O)(F)F